O[C@H]1[C@@]2([C@H](CC[C@@]2([C@@H]2CC[C@@H]3C[C@H](CC[C@@]3([C@H]2C1)C)NC(=O)N1CCNCC1)O)C=1COC(C1)=O)C N-((3S,5R,8R,9S,10S,12R,13S,14S,17R)-12,14-dihydroxy-10,13-dimethyl-17-(5-oxo-2,5-dihydrofuran-3-yl)hexadecahydro-1H-cyclopenta[a]phenanthren-3-yl)piperazine-1-carboxamide